NC=1N=CN(C(C1C(=O)OC)=O)C1=C(C=C(C=C1C)[C@@H](CF)F)C methyl (S)-4-amino-1-(4-(1,2-difluoroethyl)-2,6-dimethylphenyl)-6-oxo-1,6-dihydropyrimidine-5-carboxylate